N-benzyl-3-cyano-4-(4-fluorophenyl)-1,4-dihydropyridine C(C1=CC=CC=C1)N1C=C(C(C=C1)C1=CC=C(C=C1)F)C#N